N[C@@H](CCC(=O)O)C(NCCO[C@@H]1[C@@H](O)[C@@H](O[C@@H]2[C@@H](O)[C@@H](O)[C@H](O)[C@H](O2)CO)[C@H](O)[C@H](O1)CO[C@@H]1[C@@H](O)[C@@H](O)[C@H](O)[C@H](O1)CO)=O (S)-4-amino-5-oxo-5-{[2-({α-D-mannopyranosyl-(1-3)-[α-D-mannopyranosyl-(1-6)]-α-D-mannopyranosyl}oxy)ethyl]amino}pentanoic acid